ClC1=C(C(=O)C2=CNC3=C2C2=C(NC([C@](N2)(C)COC([2H])([2H])[2H])=O)C=N3)C=CC(=C1)OC1=CC=CC=C1 (S)-9-(2-chloro-4-phenoxybenzoyl)-2-((methoxy-d3)methyl)-2-methyl-1,2,4,7-tetrahydro-3H-pyrrolo[3',2':5,6]pyrido[3,4-b]pyrazin-3-one